C(C)OC(C(F)(F)C1=NC=2C3=CC=CC=C3OC2C(=N1)N1[C@@H](C[C@@H](C1)O)C(=O)OC(C)(C)C)=O tert-Butyl (2S,4S)-1-[4-(2-ethoxy-1,1-difluoro-2-oxoethyl)-8-oxa-3,5-diazatricyclo-[7.4.0.02,7]trideca-1(13),2(7),3,5,9,11-hexaen-6-yl]-4-hydroxypyrrolidine-2-carboxylate